4',6'-dibenzoyl-[2,2-bipyridine]-4-carboxylate C(C1=CC=CC=C1)(=O)C1=CC(=NC(=C1)C(C1=CC=CC=C1)=O)C1=NC=CC(=C1)C(=O)[O-]